bis(2-chloroethyl) sulfide ClCCSCCCl